C(CCCC)CC(=O)O.C(CCCC)CC(=O)O.CN1CCC(CC1)N1N=C(C=C1)[N+](=O)[O-] 1-methyl-4-(3-nitropyrazol-1-yl)piperidine n-amyl-acetate (amyl-acetate)